4-Methyl-pyridazin CC1=CN=NC=C1